NC=1SC2=C(N1)C=CC(=C2)C=2C=NC(=C(C(=O)NCC1=C(C=CC=C1F)OCC1CCCC1)C2)C 5-(2-aminobenzo[d]thiazol-6-yl)-N-(2-(cyclopentylmethoxy)-6-fluorobenzyl)-2-methylnicotinamide